2-Amino-4-(5-chloro-3-((2S,3R)-2-methyl-3-(4-methylpiperazin-1-yl)pyrrolidin-1-yl)-7,9-dihydrofuro[3,4-f]quinazolin-6-yl)-7-fluorothieno[3,2-c]pyridine-3-carbonitrile NC1=C(C=2C(=NC=C(C2S1)F)C=1C2=C(C=3C=NC(=NC3C1Cl)N1[C@H]([C@@H](CC1)N1CCN(CC1)C)C)COC2)C#N